2,4-dioxo-1,3,7-triazaspiro[4.4]nonane-7-carboxylic acid tert-butyl ester C(C)(C)(C)OC(=O)N1CC2(C(NC(N2)=O)=O)CC1